C(C)SC=1OC2=C(C=C(C=C2C(C1C)=O)C)\C(\C)=N\S(=O)C(C)(C)C (NE)-N-[1-(2-Ethylsulfanyl-3,6-dimethyl-4-oxo-chromen-8-yl)ethylidene]-2-methyl-propane-2-sulfinamide